ClC1=CC(=C(C=C1)NC(C1=C(C=CC=C1)S(N(C1=CC=CC=C1)C)(=O)=O)=O)F N-(4-chloro-2-fluorophenyl)-2-(N-methyl-N-phenylsulfamoyl)benzamide